4-fluoro-1H-pyrrolo[2,3-b]pyridine-5-carboxylic acid FC1=C2C(=NC=C1C(=O)O)NC=C2